methyl 3-((R)-[3,4'-bipiperidin]-1-yl)-2-methylpropanoate dihydrochloride Cl.Cl.N1(C[C@H](CCC1)C1CCNCC1)CC(C(=O)OC)C